6-amino-2'-fluoro-N-{(1S,2S)-2-[(4-{(1S)-1-[4-(2-hydroxyethyl)piperazin-1-yl]-3,3-dimethyl-2,3-dihydro-1H-inden-5-yl}phenyl)methoxy]cyclopentyl}[3,3'-bipyridine]-5-carboxamide NC1=C(C=C(C=N1)C=1C(=NC=CC1)F)C(=O)N[C@@H]1[C@H](CCC1)OCC1=CC=C(C=C1)C=1C=C2C(C[C@@H](C2=CC1)N1CCN(CC1)CCO)(C)C